(R)-(6-(1-methyl-1H-pyrazol-3-yl)pyrazolo[1,5-a]pyridin-3-yl)(4-(4-methylpyrazolo[1,5-a]pyridin-2-yl)-6,7-dihydro-1H-imidazo[4,5-c]pyridin-5(4H)-yl)methanone CN1N=C(C=C1)C=1C=CC=2N(C1)N=CC2C(=O)N2[C@H](C1=C(CC2)NC=N1)C1=NN2C(C(=CC=C2)C)=C1